FC=1C=C(C=CC1F)[C@@H]([C@H]1CCC(N1)=O)F (5R)-5-[(S)-(3,4-difluorophenyl)(fluoro)methyl]pyrrolidin-2-one